C(C1=CC=CC=C1)O[C@@H]([C@H](CO[C@@H]1[C@@H]([C@H]([C@H]([C@H](C1)COCCC)OCC1=CC=CC=C1)OCC1=CC=CC=C1)OCC1=CC=CC=C1)NC(CCCCCCCCCCCCCCCCCCCCCCCCC)=O)[C@@H](CCCCCCCCCCCCCC)OCC1=CC=CC=C1 N-((2S,3S,4R)-3,4-bis(benzyloxy)-1-{[(1S,2S,3S,4S,5R)-2,3,4-tris(Benzyloxy)-5-(propoxymethyl)cyclohexyl]oxy}octadecane-2-yl)hexacosanamide